N[C@H]1C(C(N[C@@H]1C=1C=C(C=CC1)C)=O)C |r| rac-(4s,5r)-4-amino-3-methyl-5-(m-tolyl)pyrrolidin-2-one